N(=NC(C#N)(C(C)(C)C)C)C(C#N)(C(C)(C)C)C azobis(2,3,3-trimethylbutyronitrile)